NC1=NC=CC=C1C1=NC=2C(=NC(=CC2)C=2OC(=NN2)C)N1C=1C=C2CC[C@@H](C2=CC1)NC1CCN(CC1)C(C=C)=O (S)-1-(4-((5-(2-(2-aminopyridin-3-yl)-5-(5-methyl-1,3,4-oxadiazol-2-yl)-3H-imidazo[4,5-b]pyridin-3-yl)-2,3-dihydro-1H-inden-1-yl)amino)piperidin-1-yl)prop-2-en-1-one